4-((3-oxomorpholino)methyl)quinoline-2-carbaldehyde O=C1COCCN1CC1=CC(=NC2=CC=CC=C12)C=O